4-(pyridazin-3-ylsulfonimidoyl)benzoic acid N1=NC(=CC=C1)S(=O)(=N)C1=CC=C(C(=O)O)C=C1